C(C)OC(CC(CC(COC1=C(C=CC=C1)CN1C(=NC2=C1C=CC=C2)C2=CC=C(C=C2)OC(F)(F)F)C)C)=O 3,5-Dimethyl-6-(2-((2-(4-(trifluoromethoxy)phenyl)-1H-benzo[d]imidazol-1-yl)methyl)phenoxy)hexanoic acid ethyl ester